BrC=1C=C(C=CC1C#N)C=1C2=CC=CC=C2C(=C2C=CC=CC12)OC1=CC(=C(C=C1)C#N)Br 9-(3-bromo-4-cyanophenyl)-10-(3-bromo-4-cyanophenoxy)anthracene